6-(1-Benzyl-3,5-dimethyl-1H-pyrazol-4-yl)-5-(p-chlorophenyl)-4-pyrimidinylamine C(C1=CC=CC=C1)N1N=C(C(=C1C)C1=C(C(=NC=N1)N)C1=CC=C(C=C1)Cl)C